FC1=C(SC2=C1OCCC2)C(=O)O 3-fluoro-6,7-dihydro-5H-thieno[3,2-b]pyran-2-carboxylic acid